6-(4-Monomethoxytritylamino)hexyl-(2-cyanoethyl)-(N,N-diisopropyl)-phosphoramidite COC1=CC=C(C(C2=CC=CC=C2)(C2=CC=CC=C2)NCCCCCCP([O-])([O-])(N(C(C)C)C(C)C)CCC#N)C=C1